COCCOC=1C(=CC2=C(NC=N2)C1)C#N 6-(2-methoxyethoxy)-1H-benzo[d]imidazole-5-carbonitrile